C(C1=CC=CC=C1)OCCN1C2=C(N=C3C(NC(N=C13)=O)=O)C=C(C(=C2)CC)Cl 10-(2-(benzyloxy)ethyl)-7-chloro-8-ethylbenzo[g]pteridine-2,4(3H,10H)-dione